COC1=NC=2C3=C(CCC2C=N1)N=NN3[C@H](CO[Si](C(C)C)(C(C)C)C(C)C)C (S)-8-methoxy-1-(1-((triisopropylsilyl)oxy)propan-2-yl)-4,5-dihydro-1H-[1,2,3]triazolo[4,5-H]quinazoline